C(C=C)(=O)N1CC(=CCC1)C1=C2C(=C(NC2=C(C=C1F)C(=O)N)C)C 4-(1-acryloyl-1,2,5,6-tetrahydropyridin-3-yl)-5-fluoro-2,3-dimethyl-1H-indole-7-carboxamide